NCC1CN(CCN(CCN(CCN1CC=1N(C(C=CC1)=O)OCC1=CC=CC=C1)CC=1N(C(C=CC1)=O)OCC1=CC=CC=C1)CC=1N(C(C=CC1)=O)OCC1=CC=CC=C1)CC1=CC=CC(N1OCC1=CC=CC=C1)=O 6-{[3-(Aminomethyl)-4,7,10-tris({[1-(benzyloxy)-6-oxopyridin-2-yl]methyl})-1,4,7,10-tetraazacyclododecan-1-yl]methyl}-1-(benzyloxy)pyridin-2-one